(Z)-N-((4-(2-cyano-3-hydroxy-3-(5-methylisoxazol-4-yl)acrylamido)phenyl)sulfonyl)-N-(4-cyanophenyl)-5-methylisoxazole-4-carboxamide C(#N)/C(/C(=O)NC1=CC=C(C=C1)S(=O)(=O)N(C(=O)C=1C=NOC1C)C1=CC=C(C=C1)C#N)=C(\C=1C=NOC1C)/O